4-chloro-2-((1r,4R)-4-(2-methyl-3,4-dihydroquinolin-1(2H)-yl)cyclohexyl)-5-((((R)-tetrahydro-2H-pyran-3-yl)methyl)amino)pyridazin-3(2H)-one ClC=1C(N(N=CC1NC[C@@H]1COCCC1)C1CCC(CC1)N1C(CCC2=CC=CC=C12)C)=O